(S)-4-[[(1R)-1-[4-(4-chloro-2,3,7,10-tetrazatricyclo[7.4.0.02,6]trideca-1(9),3,5,7-tetraen-10-yl)phenyl]-2,2,2-trifluoro-ethyl]-methyl-carbamoyl]-2-oxo-pyrrolidine-1-carboxylate ClC1=NN2C=3CCCN(C3C=NC2=C1)C1=CC=C(C=C1)[C@H](C(F)(F)F)N(C(=O)[C@H]1CC(N(C1)C(=O)[O-])=O)C